ClC=1C=C(C=CC1)C(C)OC(=O)NC=1C(=NOC1C1=CC=C(C=C1)C12COC(CC1)(CC2)CC(=O)O)C (+)-2-(4-(4-(4-(((1-(3-chlorophenyl)ethoxy)carbonyl)amino)-3-methyl-isoxazol-5-yl)phenyl)-2-oxabicyclo[2.2.2]octan-1-yl)acetic acid